ClC1=C(C(=CC=C1)F)CC1=NOC(N1CC1=CN=CO1)=O 3-[(2-chloro-6-fluorophenyl)methyl]-4-(1,3-oxazol-5-ylmethyl)-4,5-dihydro-1,2,4-oxadiazol-5-one